OCCC1=C(C(=NC(=N1)NC1=NC=CC=C1)NC1=C(C(=CC=C1)C1=NN(C=N1)C)OC)C(=O)N (2-hydroxyethyl)-4-(2-methoxy-3-(1-methyl-1H-1,2,4-triazol-3-yl)phenylamino)-2-(pyridin-2-ylamino)pyrimidine-5-carboxamide